(4-chlorobenzyl)-N-((3S,4S)-3-fluoropiperidin-4-yl)cyclopropane-1-carboxamide pentadecan-7-yl-8-((3-hydroxypropyl)(6-oxo-6-((11,11,11-trifluoroundecyl)oxy)-hexyl)amino)octanoate CCCCCCC(CCCCCCCC)OC(CCCCCCCN(CCCCCC(OCCCCCCCCCCC(F)(F)F)=O)CCCO)=O.ClC1=CC=C(CC2(CC2)C(=O)N[C@@H]2[C@H](CNCC2)F)C=C1